N4-(6-methoxypyridin-3-yl)-N2-(3-(methylsulfonamido)phenyl)thiophene-2,4-dicarboxamide COC1=CC=C(C=N1)NC(=O)C=1C=C(SC1)C(=O)NC1=CC(=CC=C1)NS(=O)(=O)C